N-((3R,6S)-6-(trifluoromethyl)tetrahydro-2H-pyran-3-yl)piperidine-4-carboxamide FC([C@@H]1CC[C@H](CO1)NC(=O)C1CCNCC1)(F)F